(R)-N-(4-cyclobutyl-5-(4-fluorophenyl)-1-methyl-1H-pyrazol-3-yl)-2,3,3-trimethylbutanamide C1(CCC1)C=1C(=NN(C1C1=CC=C(C=C1)F)C)NC([C@@H](C(C)(C)C)C)=O